methyl (3S)-3-(2-(4-((5-fluoro-1,4,5,6-tetrahydropyrimidin-2-yl)amino)-1H-indazole-6-carboxamido)acetamido)-3-(4-(trifluoromethyl)phenyl)propanoate trifluoroacetate FC(C(=O)O)(F)F.FC1CN=C(NC1)NC1=C2C=NNC2=CC(=C1)C(=O)NCC(=O)N[C@@H](CC(=O)OC)C1=CC=C(C=C1)C(F)(F)F